C1(=CC=CC2=CC=CC=C12)CC=1C(=C2N(C(N1)=O)C(CS2)C(=O)O)C2=CC(=CC=C2)C(F)(F)F 7-(naphthalen-1-ylmethyl)-5-oxo-8-(3-(trifluoromethyl)phenyl)-2,3-dihydro-5H-thiazolo[3,2-c]pyrimidine-3-carboxylic acid